ClC=1C=C(C=CC1Cl)CS(=O)(=O)NCCC1CCC(C2=CC=CC=C12)(C)C 1-(3,4-dichlorophenyl)-N-(2-(4,4-dimethyl-1,2,3,4-tetrahydronaphthalen-1-yl)ethyl)methanesulfonamide